tert-butyl (3R,6S)-10-bromo-3,4,5,6-tetrahydro-2H-3,6-epiminooxocino[3,2-c]pyridine-11-carboxylate BrC=1C2=C(C=NC1)[C@@H]1CC[C@H](CO2)N1C(=O)OC(C)(C)C